(2S,4R)-4-hydroxy-N-((R)-2-hydroxy-2-methyl-1-(4-(prop-1-yn-1-yl)phenyl)propyl)pyrrolidine-2-carboxamide O[C@@H]1C[C@H](NC1)C(=O)N[C@@H](C(C)(C)O)C1=CC=C(C=C1)C#CC